Cl.FC(COC)(F)C=1C=C(C=C(C1)[N+](=O)[O-])[C@@H](C)NC1=NC(=NC2=CC(=C(C=C12)N1CCNCC1)OC)C (R)-N-(1-(3-(1,1-Difluoro-2-methoxyethyl)-5-nitrophenyl)ethyl)-7-methoxy-2-methyl-6-(piperazin-1-yl)quinazolin-4-amine hydrochloride